(R)-1-(1-acryloylpiperidin-3-yl)-4-amino-3-(4-phenoxyphenyl)-1,3-dihydro-2H-imidazo[4,5-c]pyridin-2-one C(C=C)(=O)N1C[C@@H](CCC1)N1C(N(C=2C(=NC=CC21)N)C2=CC=C(C=C2)OC2=CC=CC=C2)=O